O1CCC2=C1C(=CC=C2)CNCCC2=C(C=C(C(=C2)OC)I)OC N-[(2,3-Dihydrobenzofuran-7-yl)methyl]-1-(2,5-dimethoxy-4-iodophenyl)-2-aminoethane